C(#N)CNC(C1=CN=CC=C1C(F)(F)F)=O N-cyanomethyl-4-trifluoromethylnicotinamide